N[C@H]1CN(CCCC1)C1=NN(C(C2=CC=CC=C12)=O)C1=CC=C(C=C1)Cl (R)-4-(3-Aminoazepan-1-yl)-2-(4-chlorophenyl)phthalazin-1(2H)-one